[(1R,4S,6R)-1,7,7-trimethyl-6-bicyclo[2.2.1]heptanyl] acetate C(C)(=O)O[C@@H]1C[C@@H]2CC[C@@]1(C2(C)C)C